6,7-dihydro-5H-benzo[6,7]cyclohepta[1,2-b]quinoline C1=CC=CC=2CCCC=3C(=NC4=CC=CC=C4C3)C21